4-Methylbenzenesulfonic acid 2,2-difluorocyclopropyl ester FC1(C(C1)OS(=O)(=O)C1=CC=C(C=C1)C)F